1-Oxyl-2,2,6,6-tetramethylpiperidin-4-ol ON1C(CC(CC1(C)C)O)(C)C